rac-2-[[4-amino-5-[6-(difluoromethoxy)pyridine-3-carbonyl]thiazol-2-yl]-[6-(difluoromethoxy)-3-pyridyl]amino]propanamide NC=1N=C(SC1C(=O)C=1C=NC(=CC1)OC(F)F)N([C@@H](C(=O)N)C)C=1C=NC(=CC1)OC(F)F |r|